FC1(CC(C1)C(=O)N[C@@H](C(C)C)C(=O)N1[C@@H]([C@H]2C([C@H]2C1)(C)C)C(=O)O)F (1R,2S,5S)-3-((3,3-difluorocyclobutane-1-carbonyl)-L-valyl)-6,6-dimethyl-3-azabicyclo[3.1.0]hexane-2-carboxylic acid